FC1=CC=C(C=C1)C=1C(=NC=CC1)[C@@H]1N(CCC1)C1=NC(=CC(=C1)C(F)(F)F)C(F)(F)F (R)-2-(2-(3-(4-fluorophenyl)-pyridin-2-yl)pyrrolidin-1-yl)-4,6-bis(trifluoromethyl)pyridine